(4-Ethylpiperazin-1-yl)-N-methylpropanamid C(C)N1CCN(CC1)C(C(=O)NC)C